(±)-trans-N-(8-amino-6-(1H-pyrazol-4-yl)isoquinolin-3-yl)-2-cyanocyclopropane-1-carboxamide NC=1C=C(C=C2C=C(N=CC12)NC(=O)[C@H]1[C@@H](C1)C#N)C=1C=NNC1 |r|